ClC=1C=CC2=C(C(OC(=N2)NC(C([2H])([2H])[2H])([2H])[2H])(C2=C(C(=C(C(=C2[2H])[2H])[2H])[2H])[2H])C)C1 6-chloro-N-(ethyl-d5)-4-methyl-4-(phenyl-d5)-4H-3,1-benzoxazin-2-amine